CC=1N=C2N(N=C(C=C2C)C=2C=C3C=CN(C(C3=C(C2)F)=O)C2CN(CC2)C(=O)OC(C)(C)C)C1 tert-butyl 3-(6-{2,8-dimethylimidazo[1,2-b]pyridazin-6-yl}-8-fluoro-1-oxoisoquinolin-2-yl)pyrrolidine-1-carboxylate